C(C)OC(C(C)(C)OC1=C(C=C(C=C1C)CN1CCN(CC1)CC1=CC=CC=C1)C)=O 2-(4-((4-Benzylpiperazin-1-yl)methyl)-2,6-dimethylphenoxy)-2-methylpropanoic acid ethyl ester